C(C)(C)(C)OC(=O)CN[C@@H](C(=O)[O-])CI (2S)-2-{[(tert-butoxy) carbonyl]Methyl amino}-3-iodopropionate